N,N-Dimethyl-aminopropylamin CN(C)CCCN